CN(C=1SC2=C(C=NC(=C2)C2=C(C=C(C=C2)C=2C=NNC2)O)N1)C1CC(NC(C1)(C)C)(C)C 2-{2-[Methyl-(2,2,6,6-tetramethylpiperidin-4-yl)amino][1,3]thiazolo[4,5-c]pyridin-6-yl}-5-(1H-pyrazol-4-yl)phenol